(R)-N-(1-(5-chloro-6-(thiazol-4-ylmethoxy)-1H-indol-2-yl)ethyl)-1-methylcyclopropane-1-carboxamide ClC=1C=C2C=C(NC2=CC1OCC=1N=CSC1)[C@@H](C)NC(=O)C1(CC1)C